3-[4,6-bis(4-phenylphenyl)-1,3,5-triazin-2-yl]-5-heptyl-5,6,7,8,9,10,11,12-octahydrobenzo[10]annulen-2-ol C1(=CC=CC=C1)C1=CC=C(C=C1)C1=NC(=NC(=N1)C1=CC=C(C=C1)C1=CC=CC=C1)C1=CC2=C(CCCCCCCC2CCCCCCC)C=C1O